5-((4-methoxybenzyl)(5-(5-(trifluoromethyl)pyrazin-2-yl)oxazol-2-yl)amino)pyridinecarbonitrile COC1=CC=C(CN(C=2C=CC(=NC2)C#N)C=2OC(=CN2)C2=NC=C(N=C2)C(F)(F)F)C=C1